C(C1=CC=CC=C1)OC(=O)N[C@@H](COC(C)(C)C)C(=O)N[C@@H](COC(C)(C)C)C(=O)O N-benzyloxycarbonyl-O-t-butyl-L-seryl-O-t-butyl-L-serine